C1(CC1)C(=O)C1=NC=C(N=C1)N1[C@@H](C2=C(CC1)NC=N2)C2=NN1C(C(=CC=C1)OC)=C2 (S)-cyclopropyl(5-(4-(4-methoxypyrazolo[1,5-a]pyridin-2-yl)-1,4,6,7-tetrahydro-5H-imidazo[4,5-c]pyridin-5-yl)pyrazin-2-yl)methanone